Cl.Cl.N1(CCCC1)CCCCSC=1NC2(CC2)CN1 5-((4-(pyrrolidin-1-yl)butyl)thio)-4,6-diazaspiro[2.4]Hept-5-ene dihydrochloride